Diethoxydipropoxysilane C(C)O[Si](OCCC)(OCCC)OCC